(E)-2-(4-methoxystyryl)quinazolin-7-amine COC1=CC=C(/C=C/C2=NC3=CC(=CC=C3C=N2)N)C=C1